1-(2-chloroethyl)-2-nitro-1H-imidazole ClCCN1C(=NC=C1)[N+](=O)[O-]